N[C@H]1CC(CN(C1)C1=CC=C(C=2N=CC=NC12)C#N)(F)F 8-((S)-5-amino-3,3-difluoro-piperidin-1-yl)-quinoxaline-5-carbonitrile